3-(chloromethyl)-1-benzofuran ClCC1=COC2=C1C=CC=C2